NC(CO)C1CC(C1)(C)C 2-amino-2-(3,3-dimethylcyclobutyl)ethanol